C(CCCC)\C(=C/C(=O)OCCCCCCN(CCCCCCOC(C=C(CCCCCCCC)CCCCC)=O)CCCO)\CCCCCCCC ((3-hydroxypropyl)azanediyl)bis(hexane-6,1-diyl) (2E,2'E)-bis(3-pentylundec-2-enoate)